decabromostilbene BrC1=C(C(=C(C(=C1C=CC1=C(C(=C(C(=C1Br)Br)Br)Br)Br)Br)Br)Br)Br